2-(2'-amino-3'-methoxyphenyl)-oxo-naphthalen-4-one NC1=C(C=CC=C1OC)C=1C(C2=CC=CC=C2C(C1)=O)=O